C(C)(C)(C)OC(=O)N1CCC(CC1)I 1-t-butoxycarbonyl-4-iodopiperidine